2-hydroxy-N-((5-(2-((1-methyl-1H-benzo[d]imidazol-2-yl)thio)acetyl)thiophen-2-yl)methyl)acetamide OCC(=O)NCC=1SC(=CC1)C(CSC1=NC2=C(N1C)C=CC=C2)=O